2,2-dideuterio-2-[3,5-difluoro-2-(1,1,2,2,2-pentadeuterioethyl)phenoxy]-N-[(2-fluoro-4-sulfamoyl-phenyl)methyl]-N-(2-hydrazino-2-oxo-ethyl)acetamide [2H]C(C(=O)N(CC(=O)NN)CC1=C(C=C(C=C1)S(N)(=O)=O)F)(OC1=C(C(=CC(=C1)F)F)C(C([2H])([2H])[2H])([2H])[2H])[2H]